4-bromo-3-chloro-2,5-difluorobenzoic acid BrC1=C(C(=C(C(=O)O)C=C1F)F)Cl